COC(C(C)C1=CC(=C(C(=C1)C(C)(C)C)O)C(C)(C)C)=O 3,5-bis(1,1-dimethylethyl)-4-hydroxyphenylpropionic acid methyl ester